ICC#CN(C(O)=O)CCCC.C(=O)OC#CCI iodopropynyl formate (iodopropynyl butylcarbamate)